NC([C@@](CO)(C)NC(=O)C1=C(OC2=C1C=C(C=C2)[C@H]2[C@@H](C2)C2=NC=CC=C2)C)=O 3-N-((S)-1-amino-3-hydroxy-2-methyl-1-oxopropan-2-yl)-2-methyl-5-(trans-2-(pyridin-2-yl)cyclopropyl)benzofuran-3-carboxamide